3-(3-methyl-5-nitro-1-oxo-3,4-dihydrophthalazin-2(1H)-yl)piperidine-2,6-dione CN1N(C(C2=CC=CC(=C2C1)[N+](=O)[O-])=O)C1C(NC(CC1)=O)=O